[Ba].[Ti].COC(=O)C1=CC=C(C=C1)C=1C(=CC=CC1)C1=CC=CC=C1 4-methoxycarbonyl-terphenyl Titanium-Barium